1,N3-bis((1H-benzo[d]imidazol-2-yl)methyl)-N1,N3-dimethylpropane-1,3-diamine N1C(=NC2=C1C=CC=C2)CC(CCN(C)CC2=NC1=C(N2)C=CC=C1)NC